FC(C1=C(C=CC=C1)N1C=CC2=CC=C(C=C12)COC1=CC2=C(C=N1)[C@H]1[C@@H](C2)[C@@H]1C(=O)O)(F)F (5aR,6S,6aS)-3-((1-(2-(trifluoromethyl)phenyl)-1H-indol-6-yl)methoxy)-5,5a,6,6a-tetrahydrocyclopropa[4,5]cyclopenta[1,2-c]pyridine-6-carboxylic acid